C(C1=CC=CC=C1)N1C([C@]2(N[C@@H]([C@H]([C@@]2([N+](=O)[O-])Cl)C2=CC=CC=C2)C(F)(F)F)C2=CC=CC=C12)=O (3R,3'R,4'R,5'S)-1-benzyl-3'-chloro-3'-nitro-4'-phenyl-5'-(trifluoromethyl)spiro[indol-3,2'-pyrrolidin]-2-one